C(C)(C)(C)N1N=NC(=C1)C(=O)NCC1=C(C=C(C=C1)C1=C(C=NC=C1)OC1CN(C1)C#N)C 1-(tert-butyl)-N-(4-(3-((1-cyanoazetidin-3-yl)oxy)pyridin-4-yl)-2-methylbenzyl)-1H-1,2,3-triazole-4-carboxamide